ClCCCCC(=O)NN(C1=NC=CC=C1)C(CC(=O)OCC)=O ethyl 3-(2-(5-chloropentanoyl)-1-(pyridin-2-yl) hydrazino)-3-oxopropionate